(R)-1'-(2-(5-Amino-3-(furan-2-yl)-1H-pyrazol-1-yl)acetyl)-6-chloro-5-fluorospiro[benzo[d][1,3]oxazine-4,3'-pyrrolidin]-2(1H)-one NC1=CC(=NN1CC(=O)N1C[C@@]2(CC1)C1=C(NC(O2)=O)C=CC(=C1F)Cl)C=1OC=CC1